ClC=1C=CC(=C(C1)C(C)=O)O 1-(5-Chloro-2-hydroxyphenyl)ethan-1-one